COC(=O)C=1C=C2C(C(N(C2=CC1NC(=O)OC(C)(C)C)C)=O)(CC)CC 6-((tert-Butoxycarbonyl)amino)-3,3-diethyl-1-methyl-2-oxoindoline-5-carboxylic acid methyl ester